2-(((6-methoxypyridin-3-yl)amino)methylene)-5-phenylcyclohexane-1,3-dione COC1=CC=C(C=N1)NC=C1C(CC(CC1=O)C1=CC=CC=C1)=O